(2S,3R)-β-propylserine C(CC)[C@H]([C@H](N)C(=O)O)O